(R)-N-(1-(3-(difluoromethyl)-2-fluorophenyl)ethyl)-6-methoxy-2-methyl-7-phenylquinazolin-4-amine FC(C=1C(=C(C=CC1)[C@@H](C)NC1=NC(=NC2=CC(=C(C=C12)OC)C1=CC=CC=C1)C)F)F